(S)-6'-bromo-8-(difluoromethoxy)-5'-fluoro-6-(trifluoromethyl)-2'H,3H-spiro[imidazo[1,2-a]pyridine-2,1'-naphthalen]-4'(3'H)-one BrC=1C(=C2C(CC[C@@]3(C2=CC1)N=C1N(C=C(C=C1OC(F)F)C(F)(F)F)C3)=O)F